[N+]12(CCN(CC1)CC2)C2=NC(=C(C1=CC=C(C=C21)OCC2=CC=CC=C2)C2=CC=C(C=C2)Cl)C(C)C 1-(4-aza-1-azoniabicyclo[2.2.2]oct-1-yl)-7-benzyloxy-4-(4-chlorophenyl)-3-isopropyl-isoquinoline